4-(6-chloro-1,5-diaza-3-naphthylamino)-2-{3-methoxy-4-[(1r,3r)-3-(dimethylamino)cyclobutoxy]phenylamino}pyrimidine ClC=1N=C2C=C(C=NC2=CC1)NC1=NC(=NC=C1)NC1=CC(=C(C=C1)OC1CC(C1)N(C)C)OC